CC1=NC=C(N=C1)N1N=C(N=C1[C@H](C)NC(=O)OC(C)(C)C)C1CC1 Methyl-5-(5-{(1S)-1-[(tert-Butoxycarbonyl)amino]ethyl}-3-Cyclopropyl-1H-1,2,4-triazol-1-yl)pyrazin